3-[6-(5-chloro-2-fluorophenyl)-2H,3H,4H-pyrido[3,2-b][1,4]oxazin-8-yl]-5-[(1-methylpiperidin-4-yl)methoxy]pyridine ClC=1C=CC(=C(C1)C=1C=C(C=2OCCNC2N1)C=1C=NC=C(C1)OCC1CCN(CC1)C)F